N-(1-cyanopentyl)-4-methoxybenzenesulfonamide C(#N)C(CCCC)NS(=O)(=O)C1=CC=C(C=C1)OC